1-isopropyl-N-(3-methoxy-4-morpholinophenyl)-4-methyl-1H-imidazo[4,5-h]quinazolin-8-amine C(C)(C)N1C=NC=2C(=CC=3C=NC(=NC3C21)NC2=CC(=C(C=C2)N2CCOCC2)OC)C